BrC1=CC=2N(C3=CC=CC=C3C2C=C1)C1=CC=CC=C1 2-bromo(9-phenyl)carbazole